F[C@H]([C@H](C)NC(O[C@H]1C[C@H](CC1)C1=CC(=NN1)NC(CC1=CC(=NC=C1)OC)=O)=O)C |o1:1,2| (1R,3S)-3-(3-{[(2-meth-oxypyridin-4-yl)acetyl]-amino}-1H-pyrazol-5-yl)-cyclopentyl [(2S*,3S*)-3-fluorobutan-2-yl]carbamate